OC(C(=O)N1[C@H]([C@H](CC1)NS(=O)(=O)C1CC1)CC=1C(=C(C=CC1)C1=CC(=CC(=C1)F)F)F)(C)C N-((2S,3S)-1-(2-hydroxy-2-methylpropanoyl)-2-((2,3',5'-trifluorobiphenyl-3-yl)methyl)pyrrolidin-3-yl)cyclopropanesulfonamide